F[C@H]1[C@@H]2CCC(C[C@H]1N(C=1N=CC(=NC1)C1=C(C=C(C=C1)C1=CC=NN1)O)C)N2 2-(5-{[(1S,2S,3R)-2-fluoro-8-azabicyclo[3.2.1]octan-3-yl](methyl)amino}pyrazin-2-yl)-5-(1H-pyrazol-5-yl)phenol